(S)-4-((2-ethoxyethyl)(4-(5,6,7,8-tetrahydro-1,8-naphthyridin-2-yl)butyl)amino)-2-(pyrimidin-4-ylamino)butanoic acid C(C)OCCN(CC[C@@H](C(=O)O)NC1=NC=NC=C1)CCCCC1=NC=2NCCCC2C=C1